ClC1=NC=CC2=C1C(=NN2)C 4-chloro-3-methyl-1H-pyrazolo[4,3-c]pyridine